C(C)(=O)OC1CN2CCC1CC2 1-azabicyclo[2.2.2]oct-3-yl acetate